N,N-Dibutyldithiocarbamat C(CCC)N(C([S-])=S)CCCC